ClC=1C(=NC=CC1I)N1N=CC(=C1)C(=O)N 1-(3-chloro-4-iodopyridin-2-yl)-1H-pyrazole-4-carboxamide